5-bromo-2-fluorophenol BrC=1C=CC(=C(C1)O)F